N[C@@H](C(=O)NCCCCCC(=O)N(CCO[C@H]1O[C@@H]([C@H]([C@@H]([C@@H]1O)O)O)CO)CCO[C@H]1O[C@@H]([C@H]([C@@H]([C@@H]1O)O)O)CO)CCC(=O)NCCCCCC(N(CCOC1OC(C(C(C1O)O)O)CO)CCO[C@H]1O[C@@H]([C@H]([C@@H]([C@@H]1O)O)O)CO)=O (R)-2-amino-N1,N5-bis(6-(bis(2-(((2S,3S,4S,5S,6R)-3,4,5-trihydroxy-6-(hydroxymethyl)tetrahydro-2H-pyran-2-yl)oxy)ethyl)amino)-6-oxohexyl)pentanediamide